FC=1C(=NC(=NC1)NC1=NC=C(C=C1)CN1CC2CNCC2C1)C1=CC2=C(N=C3N2[C@@H](CC3)CF)C(=C1)F 5-fluoro-4-((S)-5-fluoro-1-(fluoromethyl)-2,3-dihydro-1H-benzo[d]pyrrolo[1,2-a]imidazol-7-yl)-N-(5-((hexahydropyrrolo[3,4-c]pyrrol-2(1H)-yl)methyl)pyridin-2-yl)pyrimidin-2-amine